ClCC(=O)NC1CC(C1)C1=CC=C(C=C1)N1CCN(CC1)C(=O)OC(C)(C)C tert-Butyl 4-(4-(3-(2-chloroacetamido)cyclobutyl)phenyl)piperazine-1-carboxylate